FC=1C=C(C=CC1)C1CCC(CC1)OC[C@H]1[C@H]([C@@H]2[C@H](N1C(=O)OC)CCC2)NS(NC)(=O)=O methyl (2R,3S,3aS,6aR)-2-((((1s,4S)-4-(3-fluorophenyl)cyclohexyl)oxy)methyl)-3-((N-methylsulfamoyl)amino)hexahydrocyclopenta[b]pyrrole-1(2H)-carboxylate